(2R)-4-[(2R)-3-(3,4-dihydro-1H-isoquinolin-2-yl)-2-hydroxy-propyl]-8-[(3R)-1-(2-methoxyethyl)pyrrolidin-3-yl]oxy-2-methyl-2,3-dihydro-1,4-benzoxazepine C1N(CCC2=CC=CC=C12)C[C@H](CN1C[C@H](OC2=C(C1)C=CC(=C2)O[C@H]2CN(CC2)CCOC)C)O